C(CCCCCC)OC(CCC#N)OCCCCCCC 4,4-diheptoxybutanenitrile